C(CC)NNC(=O)C1=CC=C(C=C1)N1CCNCC1 4-(4-(2-propylhydrazine-1-carbonyl)phenyl)piperazin